N-(4-(3-amino-7-(pyrimidin-2-yl)-1H-pyrazolo[4,3-c]pyridin-4-yl)benzyl)-5-fluoro-2-methoxybenzamide NC1=NNC2=C1C(=NC=C2C2=NC=CC=N2)C2=CC=C(CNC(C1=C(C=CC(=C1)F)OC)=O)C=C2